(R/S)-6-(3-(2-bromophenyl)piperazin-1-yl)-N2-methylpyrimidine-2,4-diamine BrC1=C(C=CC=C1)[C@@H]1CN(CCN1)C1=CC(=NC(=N1)NC)N |r|